FC1(CC(C1)C1=NN(C(=C1C(C)C)NC(OC[C@H]1C(C1)(F)F)=O)C)F (S)-(2,2-difluorocyclopropyl)methyl (3-(3,3-difluorocyclobutyl)-4-isopropyl-1-methyl-1H-pyrazol-5-yl)carbamate